6-(6-morpholino-3-(trifluoromethyl)pyridin-2-yl)pyrazine-2-carboxamide O1CCN(CC1)C1=CC=C(C(=N1)C1=CN=CC(=N1)C(=O)N)C(F)(F)F